(2S,6S)-4-(3-chloro-5-(2,6-difluorophenyl)-1,6-dihydropyrazolo[4,3-d]pyrido[4,3-f][1,3]diazepin-9-yl)-2,6-dimethylmorpholine ClC1=NNC2=C1N=C(NC1=C2C=C(N=C1)N1C[C@@H](O[C@H](C1)C)C)C1=C(C=CC=C1F)F